CN(C)CC1N(C(C2=CC(=CC=C2C12CC2)CN2C(=NC=C2)NC)=O)C(C)C=2C=NC(=C(C2)OC)F ((dimethylamino)methyl)-2'-(1-(6-fluoro-5-methoxypyridine-3-yl)ethyl)-7'-((2-(methylamino)-1H-imidazol-1-yl)methyl)-2',3'-dihydro-1'H-spiro[cyclopropan-1,4'-isoquinoline]-1'-one